C(C=C)NC=1SC2=C(N1)CC[C@@]1([C@H]3CC[C@]/4([C@H]([C@@H]3CC=C12)CC\C4=N/N)C)C (5aR,5bS,7aS,10aS,10bR,E)-N-allyl-8-hydrazineylidene-5a,7a-dimethyl-5,5a,5b,6,7,7a,8,9,10,10a,10b,11-dodecahydro-4H-cyclopenta[7,8]phenanthro[2,1-d]thiazol-2-amine